[I-].C(C)(C)[N@@+](C1=CC=CC=C1)(C)CCC |r| Racemic-N-isopropyl-N-propyl-N-methylbenzenaminium iodide